C1(=CC=CC=C1)CCCCOC=1C=C2C(N(C(C2=CC1NS(=O)(=O)C)=O)CCCC(=O)O)=O 5-(4-phenylbutoxy)-6-methylsulfonylamino-N-carboxypropyl-isoindolin-1,3-dione